COC(C(C)(C1=CC=CC=C1)O)=O hydroxyl-phenylpropionic acid methyl ester